C(=O)(OC(C)(C)C)N(C(=O)OC(C)(C)C)OC(=O)C1CCNCC1 (Boc)-N-Boc-amino-(4-piperidinyl)-carboxylic acid